(4-(5-chlorooxazolo[4,5-b]pyridin-2-yl)piperazin-1-yl)(4-(2-neopentyl-2H-1,2,3-triazol-4-yl)-3-(trifluoromethyl)phenyl)methanone ClC1=CC=C2C(=N1)N=C(O2)N2CCN(CC2)C(=O)C2=CC(=C(C=C2)C2=NN(N=C2)CC(C)(C)C)C(F)(F)F